7-(3-chloro-2-(trifluoromethyl)phenyl)-8-fluoro-2-(((2R,7aS)-2-fluorotetrahydro-1H-pyrrolizin-7a(5H)-yl)methoxy)-N-methyl-N-((R)-pyrrolidin-3-yl)pyrido[4,3-d]pyrimidin-4-amine ClC=1C(=C(C=CC1)C1=C(C=2N=C(N=C(C2C=N1)N([C@H]1CNCC1)C)OC[C@]12CCCN2C[C@@H](C1)F)F)C(F)(F)F